tert-butyl ((4-(3-(dimethylamino)azetidin-1-yl)-1-(4-(trifluoromethoxy)phenyl)-1H-pyrazolo[3,4-b]pyridin-3-yl)methyl)carbamate CN(C1CN(C1)C1=C2C(=NC=C1)N(N=C2CNC(OC(C)(C)C)=O)C2=CC=C(C=C2)OC(F)(F)F)C